Cl.NCCN1[Se]C2=C(C1=O)C=CC(=C2)C 2-(2-aminoethyl)-6-methyl-1,2-benzisoselenazol-3(2H)-one hydrochloride